2-amino-6-Chloro-purine NC1=NC(=C2NC=NC2=N1)Cl